F[C@H]1[C@@H](CNCC1)NC=1C2=C(N=CN1)C(=CC(=N2)C2=CC=C(C=C2)OCC(C)(C)O)C(=O)N 4-(((3R,4R)-4-fluoropiperidin-3-yl)amino)-6-(4-(2-hydroxy-2-methylpropoxy)phenyl)pyrido[3,2-d]pyrimidine-8-carboxamide